[2-[[4-[(morpholin-4-yl)methyl]benzyl]oxy]pyrimidin-4-yl]acetonitrile N1(CCOCC1)CC1=CC=C(COC2=NC=CC(=N2)CC#N)C=C1